(1R,2S,5S)-6,6-dimethyl-N-((S)-3-oxo-1-((S)-2-oxopyrrolidin-3-yl)-4-(trifluoromethoxy)butan-2-yl)-3-((S)-2-phenylpropanoyl)-3-azabicyclo[3.1.0]hexane-2-carboxamide CC1([C@H]2CN([C@@H]([C@@H]12)C(=O)N[C@@H](C[C@H]1C(NCC1)=O)C(COC(F)(F)F)=O)C([C@@H](C)C1=CC=CC=C1)=O)C